2-(tert-butyl)-2H-tetrazole-5-carboxamide C(C)(C)(C)N1N=C(N=N1)C(=O)N